triisobutylzirconium chloride [Cl-].C(C(C)C)[Zr+](CC(C)C)CC(C)C